ClC1=NC(=NC(=C1)N1CCC(CC1)OC)NC1CCC(CC1)O (1R,4R)-4-((4-chloro-6-(4-methoxypiperidin-1-yl)pyrimidin-2-yl)amino)cyclohexan-1-ol